C(CCCCC)C(C(=O)OCC(COC(C(CCCCCCCC)CCCCCC)=O)N1CC2(CC1)CN(CC2)CCCCCO[Si](C)(C)C(C)(C)C)CCCCCCCC 2-(7-(5-((tert-butyldimethylsilyl)oxy)pentyl)-2,7-diazaspiro[4.4]nonan-2-yl)propane-1,3-diyl bis(2-hexyldecanoate)